FC1=C(C=CC=C1OC)C#CC1=NNC2=C1C=1N(C(=N2)N2CCC3([C@@H]([C@@H](OC3)C)N)CC2)C=CN1 (3S,4S)-8-(9-((2-fluoro-3-methoxyphenyl)ethynyl)-7H-imidazo[1,2-c]pyrazolo[4,3-e]pyrimidin-5-yl)-3-methyl-2-oxa-8-azaspiro[4.5]decan-4-amine